N[C@H](C(=O)N)[C@@H](C)O (2S,3R)-2-amino-3-hydroxybutyramide